(Z)-N-(1H-imidazol-1-yl)-4-(1,4,4,4-tetrafluoro-3-(3,4,5-trichlorophenyl)but-1-en-1-yl)-2-(trifluoromethyl)benzamide N1(C=NC=C1)NC(C1=C(C=C(C=C1)/C(=C/C(C(F)(F)F)C1=CC(=C(C(=C1)Cl)Cl)Cl)/F)C(F)(F)F)=O